1-acetyl-4-[[5-(4-fluorophenyl)-6-isopropyl-1H-pyrazolo[4,3-g]isoquinolin-8-yl]oxy]pyrrolidine-2-carboxylic acid C(C)(=O)N1C(CC(C1)OC1=NC(=C(C2=CC3=C(C=C12)NN=C3)C3=CC=C(C=C3)F)C(C)C)C(=O)O